(2-chloro-5-fluoropyrimidin-4-yl)spiro[cyclopropane-1,1'-isoindole] ClC1=NC=C(C(=N1)C1=NC2(C3=CC=CC=C13)CC2)F